tert-butyl (Z)-7-(hydroxyimino)-2-azaspiro[4.4]nonane-2-carboxylate O\N=C\1/CC2(CCN(C2)C(=O)OC(C)(C)C)CC1